5-fluoro-3-methoxy-1-(1-naphthyl)-4-trifluoromethylpyrazole FC1=C(C(=NN1C1=CC=CC2=CC=CC=C12)OC)C(F)(F)F